2-fluoro-propane-1,3-sultone FC1CS(=O)(=O)OC1